tert-butyl 7-[(3-methylimidazol-4-yl)methyl]-4,7-diazaspiro[2.5]octane-4-carboxylate CN1C=NC=C1CN1CCN(C2(CC2)C1)C(=O)OC(C)(C)C